N1=CC(=CC=C1)NC1=C2CC(CN(C2=CC=C1)C1=CC=C(C=C1)C(F)(F)F)NC(C=C)=O N-(5-(pyridin-3-ylamino)-1-(4-(trifluoromethyl)phenyl)-1,2,3,4-tetrahydroquinolin-3-yl)acrylamide